2-(3,4-dichlorophenyl)-1-ethyl-6-[(3-hydroxypyrazol-1-yl)methyl]-4-oxo-pyridine-3-carboxylic acid ClC=1C=C(C=CC1Cl)C=1N(C(=CC(C1C(=O)O)=O)CN1N=C(C=C1)O)CC